(S)-(-)-3-(4-aminophenyl)-2-methoxypropionic acid CO[C@@H](CC1=CC=C(C=C1)N)C(=O)O